C(C(=C)C)(=O)O.C1(CCCO1)=O r-butyrolactone methacrylate